C(C)(C)(C)OC(NCCNS(=O)(=O)C1=C(C=CC(=C1)C1=C(N=C(S1)NC(CCCCCC)=O)C)OC)=O (5-(2-heptanamido-4-methylthiazol-5-yl)-2-methoxyphenylsulphonamido)ethylcarbamic acid tert-butyl ester